FC(C(=O)O)(F)F.N1CC(CCC1)=O 3-piperidinone trifluoroacetate